N-(2-bromoethyl)-2-((4-(((triisopropylsilyl)oxy)methyl)benzyl)oxy)aniline BrCCNC1=C(C=CC=C1)OCC1=CC=C(C=C1)CO[Si](C(C)C)(C(C)C)C(C)C